3',7'-bis(diethylamino)-N-(2-(2,5-dioxo-2,5-dihydro-1H-pyrrol-1-yl)ethyl)-3-oxo-3H-dispiro[isobenzofuran-1,10'-dibenzo[b,e]siline-5',1''-silinane]-5-carboxamide C(C)N(C=1C=CC2=C(C1)[Si]1(CCCCC1)C1=C(C23OC(C2=CC(=CC=C23)C(=O)NCCN2C(C=CC2=O)=O)=O)C=CC(=C1)N(CC)CC)CC